C(=O)C1=C2C(=NC(=C1)C(=O)OC)C(CC2)(C)C methyl 4-formyl-7,7-dimethyl-6,7-dihydro-5H-cyclopenta[b]pyridine-2-carboxylate